C(C)(=O)N1[C@@H](C[C@H](C1)F)C(=O)N[C@@H](C1=CC=CC=C1)C1=CC(=C(C=C1)C1CC1)F (2S,4R)-1-acetyl-N-[(S)-(4-cyclopropyl-3-fluorophenyl)(phenyl)methyl]-4-fluoropyrrolidine-2-carboxamide